Methyl N-(O-acetyl-N-(2-(4-((tert-butoxycarbonyl)amino)phenyl)thiazole-5-carbonyl)-seryl)-O-(tert-butyldiphenylsilyl)-L-serinate C(C)(=O)OC[C@H](NC(=O)C1=CN=C(S1)C1=CC=C(C=C1)NC(=O)OC(C)(C)C)C(=O)N[C@@H](CO[Si](C1=CC=CC=C1)(C1=CC=CC=C1)C(C)(C)C)C(=O)OC